ClC1=NC2=CC=CC(=C2C(=N1)N(C1=CC=CC=C1)C)C 2-chloro-N,5-dimethyl-N-phenylquinazolin-4-amine